NC1=CC=C(C=N1)N1CC(CCC1)(O)CN(C)C 1-(6-Aminopyridin-3-yl)-3-((dimethylamino)methyl)piperidin-3-ol